N1=CC=C(C=C1)C1=CN(C2=NC(=CC=C21)NC(=O)C2CC2)COCC[Si](C)(C)C N-[3-(pyridin-4-yl)-1-[[2-(trimethylsilyl)ethoxy]methyl]pyrrolo[2,3-b]pyridin-6-yl]cyclopropanecarboxamide